BrC=1C(=CC(=C(C=NC2C(CN(CC2)C(=O)OC(C)(C)C)(F)F)C1)[N+](=O)[O-])OC tert-butyl 4-((5-bromo-4-methoxy-2-nitrobenzylidene) amino)-3,3-difluoropiperidine-1-carboxylate